propenyl ketone C(=CC)C(=O)C=CC